BrC1=C(C=CC(=C1)Cl)N1N=NC(=C1C(=O)O)C(F)F (2-bromo-4-chlorophenyl)-4-(difluoromethyl)-1H-1,2,3-triazole-5-carboxylic acid